1-[(1-[[2-(pyrrolidin-1-yl)-4-(trifluoromethyl)phenyl]methyl]-1,8-diazaspiro[4.5]decan-8-yl)carbonyl]-1H-pyrazole-3-carboxylic acid N1(CCCC1)C1=C(C=CC(=C1)C(F)(F)F)CN1CCCC12CCN(CC2)C(=O)N2N=C(C=C2)C(=O)O